COC1=CC2=C(SC(=C2)C(=O)N(CC2=NC=CC=C2)CCC(=O)NC)C(=C1)C=1C=NC=C(C1)OC 5-methoxy-7-(5-methoxypyridin-3-yl)-N-(3-(methylamino)-3-oxopropyl)-N-(pyridin-2-ylmethyl)benzo[b]thiophene-2-carboxamide